C1(=CC=CC=C1)C1=C2C=C(CC2=CC=C1)C1=C(C=CC=C1)C=1CC2=CC=CC(=C2C1)C1=CC=CC=C1 Ortho-bis(4-phenyl-2-indenyl)-benzol